C1(CC1)CN1N=CC(=C1)S(=O)(=O)N 1-(cyclopropylmethyl)-1H-pyrazole-4-sulfonamide